2-methylene-3,4-dihydronaphthalen-1(2H)-one C=C1C(C2=CC=CC=C2CC1)=O